2,2'-ethylidenebis[4,6-bis(1,1-dimethylpropyl)benzene] C(C)(C1=CC(=CC(=C1)C(CC)(C)C)C(CC)(C)C)C1=CC(=CC(=C1)C(CC)(C)C)C(CC)(C)C